N-[4-(3'-anilino-5'-methyl-4'-oxo-1',4',5',7'-tetrahydrospiro[cyclobutane-1,6'-pyrrolo[3,2-c]pyridin]-2'-yl)pyridin-2-yl]-4,4-difluoro-2-(4-fluorophenyl)butanamide N(C1=CC=CC=C1)C1=C(NC2=C1C(N(C1(C2)CCC1)C)=O)C1=CC(=NC=C1)NC(C(CC(F)F)C1=CC=C(C=C1)F)=O